FC(C(=O)O)(F)F.NC1=CC=C(C=C1)C1CS(C1)(=O)=O 3-(4-aminophenyl)thietane 1,1-dioxide trifluoroacetate salt